(S)-8-(2-amino-6-((R)-1-(3'-ethoxy-[1,1'-biphenyl]-4-yl)-2,2,2-trifluoroethoxy)pyrimidin-4-yl)-2,8-diazaspiro[4.5]decane-3-carboxylic acid NC1=NC(=CC(=N1)N1CCC2(C[C@H](NC2)C(=O)O)CC1)O[C@@H](C(F)(F)F)C1=CC=C(C=C1)C1=CC(=CC=C1)OCC